3-(2,4-dimethoxypyrimidin-5-yl)-5-(1H-pyrazol-1-yl)pyridazine COC1=NC=C(C(=N1)OC)C=1N=NC=C(C1)N1N=CC=C1